3-chloro-N-[cyclopropyl(3-fluoropyridin-2-yl)methyl]-6-[6-(dimethylphosphoryl)pyridin-3-yl]-7-fluoro-2-methyl-1,5-naphthyridin-4-amine ClC=1C(=NC2=CC(=C(N=C2C1NC(C1=NC=CC=C1F)C1CC1)C=1C=NC(=CC1)P(=O)(C)C)F)C